C[Si](N([Si](C)(C)C)CCCCCCCCCCCC)(C)C N,N-Bis(trimethylsilyl)dodecylamin